C[C@@]12CCC=3N=C(SC3C2=CC[C@H]2[C@H]3[C@](CC[C@H]12)(C(CC3)C(C)CCCC(C)C)C)NC3=C(C=C(C=C3)C)C (5aR,5bS,7aR,10aS,10bS)-5a,7a-dimethyl-8-(6-methylheptan-2-yl)-N-(2,4-dimethylphenyl)-5,5a,5b,6,7,7a,8,9,10,10a,10b,11-dodecahydro-4H-cyclopenta[7,8]phenanthro[2,1-d]thiazol-2-amine